C[C@@]12C(C[C@H](C1C1CCC=3C=CC=CC3C1CC2)CCC(=O)NC2=NOC(=C2)C)=O 3-((13S,15R,E)-13-methyl-17-oxo-7,8,9,11,12,13,14,15,16,17-decahydro-6H-cyclopenta[a]phenanthren-15-yl)-N-(5-methylisoxazol-3-yl)propanamide